5,5-dimethylpyrroline N-oxide CC1(CC=C[NH+]1[O-])C